(S)- or (R)-7-(2-Cyclopropyl-benzyl)-5-(2'-methoxy-4'-methyl-3,4,5,6-tetrahydro-2H-[1,3']bipyridinyl-4-yl)-2,4-dimethyl-2,4,5,7-tetrahydro-pyrazolo[3,4-d]pyrimidin-6-one C1(CC1)C1=C(CN2C(N([C@H](C=3C2=NN(C3)C)C)C3CCN(CC3)C=3C(=NC=CC3C)OC)=O)C=CC=C1 |o1:9|